(cis)-Methyl 4-(2-chloro-3,4-difluorophenyl)-6-(4-(N-(2-methoxyethyl)sulfamoyl)cyclohexyl)-2-(thiazol-2-yl)-1,4-dihydropyrimidine-5-carboxylate ClC1=C(C=CC(=C1F)F)C1N=C(NC(=C1C(=O)OC)[C@@H]1CC[C@@H](CC1)S(NCCOC)(=O)=O)C=1SC=CN1